BrC1=CC=C(C=C1)C=1SC2=C(C1OC1=CC=C(C=C1)OCCN1CCN(CC1)CC(OC)OC)C=CC(=C2)O 2-(4-bromophenyl)-3-[4-[2-[4-(2,2-dimethoxyethyl)piperazin-1-yl]ethoxy]phenoxy]benzothien-6-ol